3-((bis(benzyloxy)phosphoryl)oxy)-3-methylbutan-2-yl (chloromethyl) carbonate C(OC(C)C(C)(C)OP(=O)(OCC1=CC=CC=C1)OCC1=CC=CC=C1)(OCCl)=O